COC([C@@H](NC(=O)OC(C)(C)C)CCC(=O)O)=O (S)-N-Boc-glutamic acid methyl ester